(3R)-4-[2-chloro-6-(chloromethyl)pyrimidin-4-yl]-3-methylmorpholine ClC1=NC(=CC(=N1)N1[C@@H](COCC1)C)CCl